COC=1C=C2C(NC=NC2=CC1OCC1CCN(CC1)C)=O 6-methoxy-7-(N-methyl-4-piperidinylmethoxy)-3,4-dihydroquinazolin-4-one